CC1=C(C=CC(=C1)C(C)C)O 2-methyl-4-(1-methylethyl)phenol